tert-butyl (S)-2-(aminooxy)-2-((R)-6-bromochroman-2-yl)acetate NO[C@H](C(=O)OC(C)(C)C)[C@@H]1OC2=CC=C(C=C2CC1)Br